C1=CC=CC=2C3=CC=CC=C3N(C12)C=1C=C(C=CC1)C1=CC=C(C=C1)N(C=1C=C(C(=CC1)C1=CC=CC=C1)C1=CC=CC=C1)C1=CC=CC2=C1OC1=C2C=CC=C1 N-(3'-(9H-carbazol-9-yl)-[1,1'-biphenyl]-4-yl)-N-(dibenzofuran-4-yl)-[1,1':2',1''-terphenyl]-4'-amine